4-bromo-1-((2-(trimethylsilyl)ethoxy)methyl)-1H-indole-7-carboxamide BrC1=C2C=CN(C2=C(C=C1)C(=O)N)COCC[Si](C)(C)C